COC(C1=CC(=NC=C1)C(NS(=O)(=O)C1=CC(=C(C2=CC=CC=C12)O)C(C)=O)=O)=O 2-(((3-acetyl-4-hydroxynaphthalen-1-yl)sulfonyl)carbamoyl)isonicotinic acid methyl ester